COCN1C(CNCCN(CCCNCC(N(CCCC1)C)C)C)C (methoxymethyl)-2,7,13,14-tetramethyl-1,4,7,11,14-pentaazacyclooctadecane